3-(3,3-Difluoro-1-methyl-cyclobutyl)isoxazol-5-amine FC1(CC(C1)(C)C1=NOC(=C1)N)F